C(CCC)(=O)O[C@@H](C(=O)OC1=CC=C(C=C1)\C=C\C1=CC(=CC(=C1)OC([C@@H]([C@H]([C@@H]([C@@H](COC(CCC)=O)OC(CCC)=O)OC(CCC)=O)OC(CCC)=O)OC(CCC)=O)=O)OC([C@@H]([C@H]([C@@H]([C@@H](COC(CCC)=O)OC(CCC)=O)OC(CCC)=O)OC(CCC)=O)OC(CCC)=O)=O)[C@H]([C@@H]([C@@H](COC(CCC)=O)OC(CCC)=O)OC(CCC)=O)OC(CCC)=O [4-[(E)-2-[3,5-bis[[(2R,3S,4R,5R)-2,3,4,5,6-penta(butanoyloxy)hexanoyl] oxy]phenyl]vinyl]phenyl] (2R,3S,4R,5R)-2,3,4,5,6-penta(butanoyloxy)hexanoate